undecane-11-ol-13C [13CH3]CCCCCCCCCCO